2-[(3R,5S,8R,9S,10S,13S,14S,17R)-3-hydroxy-3,10,13-trimethyl-1,2,4,5,6,7,8,9,11,12,14,15,16,17-tetradecahydrocyclopenta[a]phenanthren-17-yl]propanal O[C@@]1(CC[C@@]2([C@H]3CC[C@@]4([C@H](CC[C@H]4[C@@H]3CC[C@H]2C1)C(C=O)C)C)C)C